FC1=CC=C(C(=O)NC(C)C2=NC=3CCCN(C3C=C2)C(=O)[C@@]2(OCCCC2)C)C=C1 4-Fluoro-N-(1-{5-[(2R)-2-methyloxan-2-carbonyl]-5,6,7,8-tetrahydro-1,5-naphthyridin-2-yl}ethyl)benzamid